3-chloro-2-[(2-fluorophenyl)methyl]-6-[(2S,4S)-2-methyltetrahydropyran-4-yl]pyrazolo[3,4-d]pyridazin-7-one ClC=1N(N=C2C(N(N=CC21)[C@@H]2C[C@@H](OCC2)C)=O)CC2=C(C=CC=C2)F